1-((S)-2-(4-fluoro-3,5-dimethylphenyl)-4-methyl-4,5,6,7-tetrahydro-2H-pyrazolo[4,3-c]pyridin-3-yl)-3-(6-(S-methylsulfonimidoyl)pyridin-3-yl)-1,3-dihydro-2H-imidazol-2-one HCl salt Cl.FC1=C(C=C(C=C1C)N1N=C2C([C@@H](NCC2)C)=C1N1C(N(C=C1)C=1C=NC(=CC1)S(=O)(=N)C)=O)C